CC=1N(C(=CC1)C)CCS 2-(2,5-dimethyl-pyrrol-1-yl)ethanethiol